C(=O)O.ClC1=C(C=CC(=C1)NC=1C=2N(C=CN1)C(=CN2)C=2C(=NNC2)C(F)(F)F)C(=O)N2CCN(CC2)C(=O)[C@H]2NC[C@@](C2)(C)O [2-chloro-4-[[3-[3-(trifluoromethyl)-1H-pyrazol-4-yl]imidazo[1,2-a]pyrazin-8-yl]amino]phenyl]-[4-[(2S,4S)-4-hydroxy-4-methylpyrrolidine-2-carbonyl]piperazin-1-yl]methanone formate